N-(4-chlorobenzyl)-2-(5-methylpyridin-3-yl)benzo[d]thiazole-6-carboxamide ClC1=CC=C(CNC(=O)C2=CC3=C(N=C(S3)C=3C=NC=C(C3)C)C=C2)C=C1